C1(CC1)NC(C1=C(C=C(C=C1OC)C1=CN=C2N1C=CC(=C2)OCCCN2CCS(CC2)(=O)=N)OC(F)F)=O N-cyclopropyl-2-(difluoromethoxy)-4-[7-[3-(1-imino-1-oxo-1,4-thiazinan-4-yl)propoxy]imidazo[1,2-a]pyridin-3-yl]-6-methoxy-benzamide